naphthol sodium salt [Na].C1(=CC=CC2=CC=CC=C12)O